NC1CC=C(CC1)C1=CC(=CC=2CCOC21)NC2=NC(=CC(=N2)NC)C N2-[7-(4-aminocyclohexen-1-yl)-2,3-dihydrobenzofuran-5-yl]-N4,6-dimethyl-pyrimidine-2,4-diamine